OC[C@@H]1N(CCCC1)C(=O)[O-] (2R)-2-(hydroxymethyl)-1-piperidinecarboxylate